C(C=C)C1=CC(=C(C=C1)C(C)C)C1=CC2=C(NC=N2)C=C1 2-(4-allyl-2-(1H-benzimidazol-5-yl)phenyl)propane